O=C1NC(CCC1NC(=O)C1CCCCCC1)=O N-(2,6-dioxo-3-piperidyl)-cycloheptanecarboxamide